(((2R,3S,4R,5R)-3,4-dihydroxy-5-(4-(methoxyimino)-3H-pyrrolo[2,3-d]pyrimidin-7(4H)-yl)-3-methyltetrahydrofuran-2-yl)methoxy)quinolin-2(1H)-one O-methyloxime CON=C1N(C2=CC=CC=C2C=C1)OC[C@H]1O[C@H]([C@@H]([C@]1(C)O)O)N1C=CC2=C1N=CNC2=NOC